N-hydroxy-4-(8,9,10,11-tetrahydro-3H-pyrazolo[4,3-a]phenanthridin-7-yl)benzamidine ONC(C1=CC=C(C=C1)C1=NC2=CC=C3C(=C2C=2CCCCC12)C=NN3)=N